NC1=NC=C(C2=C1C(=NN2[C@@H]2CN(CC2)C(=O)OC(C)(C)C)C#CC2=CC1=C(N(C=N1)C)C=C2F)C=2SC=CN2 Tert-butyl (3S)-3-[4-amino-3-[2-(6-fluoro-1-methyl-benzo[d]imidazol-5-yl)ethynyl]-7-thiazol-2-yl-pyrazolo[4,3-c]pyridin-1-yl]pyrrolidine-1-carboxylate